N-{21-(tert-butyldimethylsilyloxy)-13,16,19-trioxaheneicosyl-1-yl}thiophene-3-carboxamide [Si](C)(C)(C(C)(C)C)OCCOCCOCCOCCCCCCCCCCCC=NC(=O)C1=CSC=C1